1,2,4-triazolo[4,3-b][1,2,4,5]tetrazine N=1N=CN2N=CN=NC21